(S)-4-Cyclopropyl-N-((4,4-difluorocyclohexyl)(7-((2-oxo-1,3-diazepan-1-yl)methyl)imidazo[1,2-b]pyridazin-2-yl)methyl)-1,2,5-oxadiazole-3-carboxamide C1(CC1)C=1C(=NON1)C(=O)N[C@H](C=1N=C2N(N=CC(=C2)CN2C(NCCCC2)=O)C1)C1CCC(CC1)(F)F